Ethyl-1-tosyl-1H-indole-2-carboxylate C(C)OC(=O)C=1N(C2=CC=CC=C2C1)S(=O)(=O)C1=CC=C(C)C=C1